3-(3-Chloro-4-fluorophenyl)-1-(8,10-difluoro-6-oxo-1,4,5,6-tetrahydro-2H-pyrano[3,4-c]isoquinolin-1-yl)-1-methylurea ClC=1C=C(C=CC1F)NC(N(C)C1COCC=2NC(C=3C=C(C=C(C3C21)F)F)=O)=O